C1(CCC1)NC=1C2=C(N=C(N1)NC1=C(C=C(C=C1)S(=O)(=O)N1CCC(CC1)N1CCOCC1)OC)NC=C2C#N 4-(cyclobutylamino)-2-((2-methoxy-4-((4-morpholino-piperidin-1-yl)sulfonyl)phenyl)amino)-7H-pyrrolo[2,3-d]pyrimidine-5-carbonitrile